1,2-benzenedicarboxylic acid (R)-N-(4-(3-((5-chloropyrimidin-2-yl)amino)pyrrolidin-1-yl)-2-methoxyquinazolin-7-yl)acrylamide ClC=1C=NC(=NC1)N[C@H]1CN(CC1)C1=NC(=NC2=CC(=CC=C12)NC(C=C)=O)OC.C=1(C(=CC=CC1)C(=O)O)C(=O)O